4-((1'H-spiro[cyclohexane-1,4'-pyrimido[5',4':4,5]pyrrolo[2,1-c][1,2,4]triazin]-7'-yl)amino)benzenesulfonamide N1N=CC2(N3C1=CC1=C3N=C(N=C1)NC1=CC=C(C=C1)S(=O)(=O)N)CCCCC2